6-{4-[(6-methoxypyridin-3-yl)oxy]piperidin-1-yl}-5-methyl-N-(5-oxopyrrolidin-3-yl)pyridazine-3-carboxamide COC1=CC=C(C=N1)OC1CCN(CC1)C1=C(C=C(N=N1)C(=O)NC1CNC(C1)=O)C